5-{3-[(6-Aminohexan-2-yl)amino]-4-(trifluoromethyl)phenyl}-1,3,4-oxadiazol-2(3H)-one NCCCCC(C)NC=1C=C(C=CC1C(F)(F)F)C1=NNC(O1)=O